N-(3-(diethylamino)propyl)-2-(pyridin-4-yl)benzo[d]imidazo[2,1-b]thiazole C(C)N(CCCN1C(=CN2C1SC1=C2C=CC=C1)C1=CC=NC=C1)CC